(1R,2S)-1-(5-chloropyrimidin-2-yl)-N-(5-cyclobutyl-4-isopropyl-4H-1,2,4-triazol-3-yl)-1-methoxypropane-2-sulfonamide ClC=1C=NC(=NC1)[C@H]([C@H](C)S(=O)(=O)NC1=NN=C(N1C(C)C)C1CCC1)OC